3-(8-cyanoquinolin-5-yl)-N-(piperidin-4-yl)-5-(trifluoroMethyl)-3-azabicyclo[3.1.0]hexane-1-carboxamide C(#N)C=1C=CC(=C2C=CC=NC12)N1CC2(CC2(C1)C(F)(F)F)C(=O)NC1CCNCC1